COC1=CC=C(COCC=2C=C(C=O)C=CC2C)C=C1 3-{[(4-methoxybenzyl)oxy]methyl}-4-methylbenzaldehyde